C(C)N1C(NC2=CC(=CC=C2C1=O)CN1C(CN(CC1)C=1C=CC(=NC1)C(=O)NC)=O)=O 5-(4-((3-ethyl-2,4-dioxo-1,2,3,4-tetrahydroquinazolin-7-yl)methyl)-3-oxopiperazin-1-yl)-N-methylpicolinamide